4-(benzo[d]thiazol-2-ylthio)-2-methylbutan-2-ol S1C(=NC2=C1C=CC=C2)SCCC(C)(O)C